FC(S(=O)(=O)OC1=CCCN(C1)C(=O)OC(C)(C)C)(F)F tert-butyl 5-(((trifluoromethyl)sulfonyl)oxy)-3,6-dihydropyridine-1(2H)-carboxylate